[2-(Trifluoro-methyl)phenyl]-hydrazine FC(C1=C(C=CC=C1)NN)(F)F